FC(C1=C(C(=O)OC)C=CC(=C1)CCCCCCCC)F methyl 2-(difluoromethyl)-4-octylbenzoate